COC1=C(CNC=2C=3N(C(=CN2)N=C(C2=CC=CC=C2)C2=CC=CC=C2)C=NC3)C=CC(=C1)OC N-(2,4-dimethoxybenzyl)-5-((diphenylmethylene)amino)imidazo[1,5-a]pyrazin-8-amine